NC(CC(=O)O)CCCN isolysine